deoxytartaric acid C(CC(O)C(=O)O)(=O)O